1-(methylsulfonyl)-1H-pyrrole-3-carboxylic acid CS(=O)(=O)N1C=C(C=C1)C(=O)O